CNCCNC=1C=CC=NC1 5-((2-(methylamino)ethyl)amino)pyridin